NC([C@H](CN(C(=O)C=1C=CC2=C(B(OC2)O)C1)CC(C)C)NC(=O)C=1C=CC2=C(B(OC2)O)C1)=O (S)-N-(3-amino-2-(1-hydroxy-1,3-dihydrobenzo[c][1,2]oxaborole-6-carboxamido)-3-oxopropyl)-1-hydroxy-N-isobutyl-1,3-dihydrobenzo[c][1,2]oxaborole-6-carboxamide